6-(1-(1-(1-acryloylazetidine-3-carbonyl)piperidin-4-yl)-1H-pyrazol-4-yl)-4-isopropylpyrazolo[1,5-a]pyridine-3-carbonitrile C(C=C)(=O)N1CC(C1)C(=O)N1CCC(CC1)N1N=CC(=C1)C=1C=C(C=2N(C1)N=CC2C#N)C(C)C